(8-Chloro-7-fluoro-3-hydroxy-naphthalen-1-yl)boronic acid ClC=1C(=CC=C2C=C(C=C(C12)B(O)O)O)F